OC1=NC2=CC=CC(=C2C=C1C(=O)OCC)C(F)(F)F ethyl 2-hydroxy-5-(trifluoromethyl)quinoline-3-carboxylate